C(CCCCCCCC(=O)OCCl)(=O)OCCl bis(chloromethyl) nonanedioate